5-Chloro-2,3-dihydro-4-{[4-O-(β-D-galactopyranosyl)-D-fructofuranosyl]amino}-N-[1-(3-methoxypropyl)-4-piperidinyl]-7-benzofurancarboxamid ClC=1C=C(C2=C(CCO2)C1NC1(CO)[C@@H](O)[C@H](O[C@H]2[C@H](O)[C@@H](O)[C@@H](O)[C@H](O2)CO)[C@H](O1)CO)C(=O)NC1CCN(CC1)CCCOC